methyl((1-((2-(3,5-dichlorophenyl)-6-((6-(4-(3-(methylsulfonyl) propyl)piperazin-1-yl) pyridin-3-yl)oxy)pyridin-4-yl)methyl)piperidin-4-yl) methyl)carbamate COC(NCC1CCN(CC1)CC1=CC(=NC(=C1)OC=1C=NC(=CC1)N1CCN(CC1)CCCS(=O)(=O)C)C1=CC(=CC(=C1)Cl)Cl)=O